C(C)(C)(C)OC(N(CCC1=CC=CC=C1)CCCO)=O tert-butyl-(3-hydroxypropyl)(phenethyl)carbamate